N1=C(C=CC=C1)C1=NNC=C1C1=CC=NC2=CC=CC=C12 4-(3-Pyridin-2-YL-1H-pyrazol-4-YL)quinoline